C1(=CC=CC=C1)C1=CCC(CN(C1)S(=O)(=O)C1=CC=CC=C1)O 6-phenyl-1-benzenesulfonyl-2,3,4,7-tetrahydro-1H-azepin-3-ol